C(C)(C)(C)OC(=O)NC(C(=O)OC(CC1=CC=C(C=C1)C(F)(F)F)(C)C)C 2-methyl-1-(4-(trifluoromethyl)phenyl)propan-2-yl 2-((tert-butoxycarbonyl)amino)propanoate